7-fluoro-N-(4-fluoro-3-methylphenyl)-1-(3-methylureido)-2,3-dihydro-1H-indene-4-carboxamide FC1=CC=C(C=2CCC(C12)NC(=O)NC)C(=O)NC1=CC(=C(C=C1)F)C